C(C=C)(=O)N1CCCCC1 1-propenoylpiperidine